COC(=O)C1CCC(CC1)OC1CCN(CC1)C(=O)OC(C)(C)C Tert-butyl 4-(((1r,4r)-4-(methoxycarbonyl)cyclohexyl)oxy)piperidine-1-carboxylate